N-(3-{4-[6-(difluoromethoxy)pyridin-3-yl]-6-oxo-1,6-dihydropyrimidin-2-yl}-4-fluorobenzyl)isobutyramide FC(OC1=CC=C(C=N1)C=1N=C(NC(C1)=O)C=1C=C(CNC(C(C)C)=O)C=CC1F)F